4-(3-bromophenylsulfonimidoyl)-2-methoxybenzonitrile BrC=1C=C(C=CC1)S(=O)(=N)C1=CC(=C(C#N)C=C1)OC